CN1N=CC=C1C1=CN=C2C(=N1)NC=N2 6-(1-methyl-1H-pyrazol-5-yl)-1H-imidazo[4,5-b]pyrazine